(S)-5-(((1-hydroxy-3-(octadecyloxy)propan-2-yl)oxy)methyl)nicotinonitrile OC[C@@H](COCCCCCCCCCCCCCCCCCC)OCC=1C=NC=C(C#N)C1